FC=1C(=NC=NC1O)C#N 5-fluoro-6-hydroxypyrimidine-4-carbonitrile